NC1=C(C=CC=C1N)C1=C(C(=C(C=C1)S(=O)(=O)CCNC(OC(C)(C)C)=O)S(N(CC1=CC=C(C=C1)OC)CC1=CC=C(C=C1)OC)(=O)=O)C=1N=NN(N1)CC1=CC=C(C=C1)OC tert-Butyl (2-((2',3'-diamino-3-(N,N-bis(4-methoxybenzyl)sulfamoyl)-2-(2-(4-methoxybenzyl)-2H-tetrazol-5-yl)-[1,1'-biphenyl]-4-yl)sulfonyl)ethyl)carbamate